4-(3-((2-oxo-2H-chromen-7-yl)oxy)propoxy)benzoic acid O=C1OC2=CC(=CC=C2C=C1)OCCCOC1=CC=C(C(=O)O)C=C1